2-(3-(2-aminoethoxy)propionylamino)-N-(4,5-dimethylthiazol-2-yl)benzamide NCCOCCC(=O)NC1=C(C(=O)NC=2SC(=C(N2)C)C)C=CC=C1